bicyclo[3.3.2]Decene C12=CCCC(CCC1)CC2